COC=1C=C(C=CC1OC)C=1NC2=CC=C(C=C2C1CC)C1=NOC(=N1)CCOC 3-(2-(3,4-dimethoxyphenyl)-3-ethyl-1H-indol-5-yl)-5-(2-methoxyethyl)-1,2,4-oxadiazole